4-[(2-Fluorophenoxymethylthio)methyl]1,3-dihydroimidazol-2-one FC1=C(OCSCC=2NC(NC2)=O)C=CC=C1